C[Si](CCOCN1N=C(C=C1)C(=O)[O-])(C)C 1-{[2-(trimethylsilyl) ethoxy]Methyl}-1H-pyrazole-3-carboxylate